5-methoxy-N-(3-(4,4,5,5-tetramethyl-1,3,2-dioxaborolan-2-yl)phenyl)picolinamide COC=1C=CC(=NC1)C(=O)NC1=CC(=CC=C1)B1OC(C(O1)(C)C)(C)C